N-((R)-2-(difluoromethoxy)-1-(3-(difluoromethoxy)phenyl)ethyl)-3-(1-fluorocyclopropyl)-3-hydroxybutyramide FC(OC[C@@H](C1=CC(=CC=C1)OC(F)F)NC(CC(C)(O)C1(CC1)F)=O)F